[Br-].CC(=CC[P+](C1=CC=CC=C1)(C1=CC=CC=C1)C1=CC=CC=C1)C=CC1=C(CCCC1(C)C)C 3-methyl-5-(2,6,6-trimethylcyclohexen-1-yl)-2,4-pentadienyl-triphenyl-phosphonium bromide